O([C@@H]1[C@H](O)[C@@H](O)[C@@H](O)[C@H](O1)CO)C1[C@@H](O)[C@@H](O)[C@H](O)[C@H](O1)CO D-mannopyranosyl-(1→6) α-D-galactopyranoside